7-Bromo-6-methoxy-2-(methoxymethyl)-2H-benzo[b][1,4]oxazin-3(4H)-one BrC=1C(=CC2=C(OC(C(N2)=O)COC)C1)OC